ClC1=CC(N(C(N1)=O)C(C)C)=O 6-chloro-3-isopropylpyrimidine-2,4(1H,3H)-Dione